C(C1=CC=CC=C1)N1C[C@H]2[C@](C1)(CN(C2)C(=O)OC(C)(C)C)C Tert-butyl trans-5-benzyl-3a-methylhexahydropyrrolo[3,4-c]pyrrole-2(1H)-carboxylate